N'-((6-(2-methoxypyridin-4-yl)-2-methyl-3-(trifluoromethyl)phenyl)carbamoyl)-2,2-dimethyl-2,3-dihydropyrazolo[5,1-b]oxazole-7-sulfonimidamide COC1=NC=CC(=C1)C1=CC=C(C(=C1NC(=O)N=S(=O)(N)C=1C=NN2C1OC(C2)(C)C)C)C(F)(F)F